C(C1=CC=CC=C1)(C1=CC=CC=C1)(C1=CC=CC=C1)N1C=NC(=C1)C1=C(\C=C/2\C(C=3C=NC=NC3CC2)=O)C=CC=C1 (E)-6-(2-(1-trityl-1H-imidazol-4-yl)benzylidene)-7,8-dihydroquinazolin-5(6H)-one